[Cl-].S1C=NC2=C1C=CC=C2 benzo[d]thiazol chloride